C(C1=CC=CC=C1)OCCOC1=CC(=C2C(NC(=NC2=C1)C=1C=CC2=C(C=C(O2)CO)C1)=O)OC 7-(2-benzyloxy-ethoxy)-2-(2-hydroxymethyl-benzofuran-5-yl)-5-methoxy-3H-quinazolin-4-one